FC=1C=C(C=CC1OC)C(CC(=O)OC)=O methyl 3-(3-fluoro-4-methoxyphenyl)-3-oxopropionate